2-{5-[3-(tert-butylamino)pyrrolidin-1-yl]pyrazin-2-yl}-5-(1H-pyrazol-4-yl)phenol-Dihydrochlorid Cl.Cl.C(C)(C)(C)NC1CN(CC1)C=1N=CC(=NC1)C1=C(C=C(C=C1)C=1C=NNC1)O